2-[methyl({2-[4-(oxetan-3-yloxy)pyridin-2-yl]-5H,6H,7H-cyclopenta[d]pyrimidin-4-yl})amino]-N-[1-(trifluoromethyl)cyclopropyl]acetamide CN(CC(=O)NC1(CC1)C(F)(F)F)C=1C2=C(N=C(N1)C1=NC=CC(=C1)OC1COC1)CCC2